N-(6-bromo-1-(1,1-di(pyridin-2-yl)ethyl)-1H-indol-4-yl)ethanesulfonamide BrC1=CC(=C2C=CN(C2=C1)C(C)(C1=NC=CC=C1)C1=NC=CC=C1)NS(=O)(=O)CC